COC1=C(C=CC(=C1)C=1C=NN(C1)C)NC=1N=CC2=C(N1)C(=NC=C2)N2CCS(CC2)(=O)=O 4-(2-((2-methoxy-4-(1-methyl-1H-pyrazol-4-yl)phenyl)amino)pyrido[3,4-d]pyrimidin-8-yl)thiomorpholine 1,1-dioxide